5-(4-((3-cyclobutyl-2,4-dioxo-1,2,3,4-tetrahydroquinazolin-7-yl)methyl)piperazin-1-yl)-N,6-dimethylpicolinamide C1(CCC1)N1C(NC2=CC(=CC=C2C1=O)CN1CCN(CC1)C=1C=CC(=NC1C)C(=O)NC)=O